4-methyl-5-{2-[2-(quinoline-8-sulfonamido)phenyl]ethynyl}pyridine-2-carboxylic acid CC1=CC(=NC=C1C#CC1=C(C=CC=C1)NS(=O)(=O)C=1C=CC=C2C=CC=NC12)C(=O)O